2-naphthyl-oxyacetic acid C1=C(C=CC2=CC=CC=C12)OCC(=O)O